8-isopropoxy-2-(1-methyl-2-oxabicyclo[2.2.2]oct-4-yl)imidazo[1,2-a]pyrazine-6-carboxylic acid C(C)(C)OC=1C=2N(C=C(N1)C(=O)O)C=C(N2)C21COC(CC2)(CC1)C